dimethyl-4-hydroxytryptamine-carbamate (isoleucyl carbamate) N[C@@H]([C@@H](C)CC)C(=O)NC(O)=O.CC(N(NC(=O)O)C)CC1=CNC2=CC=CC(=C12)O